C(CCCC)OC(NC1=NC=NN2C1=CC=C2[C@@]2(OC([C@H]1OC(O[C@H]12)(C)C)CO[Si](C)(C)C(C)(C)C)C#N)=O (7-((3aR,4R,6aR)-6-(((tert-butyldimethylsilyl)oxy)methyl)-4-cyano-2,2-dimethyltetrahydrofurano[3,4-d][1,3]dioxol-4-yl)pyrrolo[2,1-f][1,2,4]triazin-4-yl)carbamic acid pentyl ester